C1(CC1)C1=C(C=NO1)C=O (5-cyclopropyl-4-isoxazolyl)methanone